NC=1C(=NC(=C(N1)F)C1=CC(=C(C=C1)OCC1CCOCC1)CN(C)C)C=1C=C2CCNC(C2=CC1)=O 6-(3-amino-6-(3-((dimethylamino)methyl)-4-((tetrahydro-2H-pyran-4-yl)methoxy)phenyl)-5-fluoropyrazin-2-yl)-3,4-dihydroisoquinolin-1(2H)-one